5-chloro-2-(chloromethyl)-7,8-dihydro-6H-spiro[[1,3]oxazolo[5,4-f]quinazoline-9,1'-cyclohexane]-7-one ClC=1C=C2C(=C3C1NC(NC31CCCCC1)=O)OC(=N2)CCl